FC(OC=1C=CC=2N(C1)C(=CN2)C2=CC=CC(=N2)NC2CC1(CNC1)C2)(F)F N-(6-(6-(trifluoro-methoxy)imidazo[1,2-a]pyridin-3-yl)pyridin-2-yl)-2-azaspiro[3.3]-heptan-6-amine